4-(5-methyl-1-(tetrahydro-2H-pyran-2-yl)-1H-indazol-4-yl)-3-((trimethylsilyl)ethynyl)quinoline 1-oxide CC=1C(=C2C=NN(C2=CC1)C1OCCCC1)C1=C(C=[N+](C2=CC=CC=C12)[O-])C#C[Si](C)(C)C